butyl 1-amino-7-methoxy-1,3-dihydrospiro[indene-2,4'-piperidine]-1'-carboxylate NC1C2=C(C=CC=C2CC12CCN(CC2)C(=O)OCCCC)OC